Methyl 2-(chloromethyl)-1-((1-cyanocyclopropyl)methyl)-4-fluoro-1H-benzo[d]imidazole-6-carboxylate ClCC1=NC2=C(N1CC1(CC1)C#N)C=C(C=C2F)C(=O)OC